1-nonadecanoyl-2-(13Z,16Z-docosadienoyl)-glycero-3-phosphoserine CCCCCCCCCCCCCCCCCCC(=O)OC[C@H](COP(=O)(O)OC[C@@H](C(=O)O)N)OC(=O)CCCCCCCCCCC/C=C\C/C=C\CCCCC